BrC1=CC=C(C=C1)NS(=O)(=O)C=1C=C(C(=O)NC2=CC(=CC=C2)Cl)C=CC1OC 3-(N-(4-bromophenyl)sulfamoyl)-N-(3-chlorophenyl)-4-methoxybenzamide